FC=1C=C(OCCC2CCC23CCN(CC3)C(=O)[O-])C=CC1CC(N1CC(C1)CNC[C@@H]([C@H]([C@@H]([C@@H](CO)O)O)O)O)=O 3-[2-[3-fluoro-4-[2-oxo-2-[3-[[[(2S,3R,4R,5R)-2,3,4,5,6-pentahydroxyhexyl] amino] methyl] azetidin-1-yl] ethyl] phenoxy] ethyl]-7-azaspiro[3.5]nonane-7-carboxylate